3-((2-(2,6-dioxopiperidin-3-yl)-1,3-dioxoisoindolin-4-yl)oxy)propanoic acid O=C1NC(CCC1N1C(C2=CC=CC(=C2C1=O)OCCC(=O)O)=O)=O